CC1NCCC2=CC(=CC=C12)C(=O)O 1-methyl-1,2,3,4-tetrahydroisoquinoline-6-carboxylic acid